C(O)(O)=O.C(OC(C)C)(OOOOC(OC(C)C)=O)=O diisopropyl peroxy dicarbonate carbonate